palladium (ii) hydroxide [Pd](O)O